3-[3-(2,5-dimethylphenyl)prop-2-enoyl]-6-methyl-3,4-dihydro-2H-pyran-2,4-dione CC1=C(C=C(C=C1)C)C=CC(=O)C1C(OC(=CC1=O)C)=O